tert-butyl 14-[(4-{[1-tert-butyl-4-cyano-3-(4-nitrophenyl)-1H-pyrazol-5-yl]amino}pyridin-2-yl)oxy]-3,6,9,12-tetraoxatetradecanoate C(C)(C)(C)N1N=C(C(=C1NC1=CC(=NC=C1)OCCOCCOCCOCCOCC(=O)OC(C)(C)C)C#N)C1=CC=C(C=C1)[N+](=O)[O-]